5-ethynyL-2'-deoxyuridine C(#C)C=1C(NC(N([C@H]2C[C@H](O)[C@@H](CO)O2)C1)=O)=O